ethyl 7-[bis(tert-butoxycarbonyl)amino]-6-(3-methoxy-2,6-dimethyl-phenyl)-3-(4-methylpiperazin-1-yl)-5-oxo-1,6-naphthyridine-8-carboxylate C(C)(C)(C)OC(=O)N(C=1N(C(C=2C=C(C=NC2C1C(=O)OCC)N1CCN(CC1)C)=O)C1=C(C(=CC=C1C)OC)C)C(=O)OC(C)(C)C